arabinofuranose OC1[C@@H](O)[C@H](O)[C@H](O1)CO